1-(4-chloro-3-fluorophenyl)-3-cyclopropyl-1H-1,2,4-triazol ClC1=C(C=C(C=C1)N1N=C(N=C1)C1CC1)F